(R)-tert-butyl-sulfenamide C(C)(C)(C)SN